(E)-4-(5-(2-(4,4,5,5-tetramethyl-1,3,2-dioxaborolan-2-yl)vinyl)pyridin-2-yl)piperazine CC1(OB(OC1(C)C)/C=C/C=1C=CC(=NC1)N1CCNCC1)C